methyl-pentafluoroCyclotriphosphazene CP1(=NP(=NP(=N1)(F)F)(F)F)F